C=CC=CCCCC(CC)C(=O)OC(C)(C)C Tert-butyl deca-1,3-diene-8-carboxylate